O=S1(C(CC1)CC=1C(=NC=C(C#N)C1)C)=O 5-((1,1-dioxidothietan-2-yl)methyl)-6-methylnicotinonitrile